Isobutyl 3-(1-((1-(2-((4-(3,6-dihydro-2H-pyran-4-yl)phenyl) sulfonamido)ethyl)piperidin-4-yl)methyl)-1H-1,2,3-triazol-4-yl)-5-fluoro-1H-indol-2-carboxylat O1CCC(=CC1)C1=CC=C(C=C1)S(=O)(=O)NCCN1CCC(CC1)CN1N=NC(=C1)C1=C(NC2=CC=C(C=C12)F)C(=O)OCC(C)C